CC=1C=CC=C2C(C(COC12)CCC#N)=O 3-(8-methyl-4-oxochroman-3-yl)propanenitrile